C(C)(C)(C)N(C(O)=O)CC1=CC(=C(C(=C1)F)OC1=C2C(=NC=C1)N(C=C2)COCC[Si](C)(C)C)F.C(=C)[Si](C2=CC=CC=C2)(OC)OC vinyl-di(methoxy)phenyl-silane tert-Butyl-(3,5-difluoro-4-((1-((2-(trimethylsilyl)ethoxy)methyl)-1H-pyrrolo-[2,3-b]pyridin-4-yl)oxy)benzyl)carbamate